N1CC(CC=2C=C3N(C=CN=C3)C21)C#N tetrahydropyrido[3',2':4,5]pyrrolo[1,2-a]pyrazine-3-carbonitrile